1-(2-methoxy-5-(trifluoromethyl)phenyl)-3-(6-(methylsulfonyl)isoquinolin-4-yl)-2-oxoimidazoline-4-carbonitrile COC1=C(C=C(C=C1)C(F)(F)F)N1C(N(C(C1)C#N)C1=CN=CC2=CC=C(C=C12)S(=O)(=O)C)=O